tert-butyl 4-(4-((5-((2,6-dichlorophenyl)carbamoyl)-4-methoxypyrimidin-2-yl)amino)-1H-pyrazol-1-yl)azepane-1-carboxylate ClC1=C(C(=CC=C1)Cl)NC(=O)C=1C(=NC(=NC1)NC=1C=NN(C1)C1CCN(CCC1)C(=O)OC(C)(C)C)OC